4-chloro-benzhydrazide ClC1=CC=C(C(=O)NN)C=C1